tert-butyl (4-(((2-nitrophenyl)amino)methyl)benzyl)carbamate [N+](=O)([O-])C1=C(C=CC=C1)NCC1=CC=C(CNC(OC(C)(C)C)=O)C=C1